C(C)(C)(C)OC(=O)N1CC2=C(C3=C(N=CN=C3NC3=CC(=C(C=C3)OC=3C=CC=4N(C3)N=CN4)C)S2)CC1 4-((4-([1,2,4]triazolo[1,5-a]pyridin-6-yloxy)-3-methylphenyl)amino)-5,8-dihydropyrido[4',3':4,5]thieno[2,3-d]pyrimidine-7(6H)-carboxylic acid tert-butyl ester